BrC=1C(=CC(=NC1)Cl)C[C@]1(C[C@@H](N(C1)C(=O)OC(C)(C)C)C)O tert-butyl (2S,4R)-4-[(5-bromo-2-chloro-4-pyridyl) methyl]-4-hydroxy-2-methyl-pyrrolidine-1-carboxylate